3-((4-(heptyloxy)phenyl)sulfonyl)-4-(4-(4-methyl-1,4-diazepan-1-yl)piperidin-1-yl)-6-(methylthio)quinoline C(CCCCCC)OC1=CC=C(C=C1)S(=O)(=O)C=1C=NC2=CC=C(C=C2C1N1CCC(CC1)N1CCN(CCC1)C)SC